C([C@@]1(C)CCCC(C)=C1\C=C\C(\C)=C\C=C\C(\C)=C\C=C\C=C(/C)\C=C\C=C(/C)\C=C\C1=C(C)CCCC1(C)C)=O β-carotenal